N-Benzyl-4-fluoroaniline C(C1=CC=CC=C1)NC1=CC=C(C=C1)F